3-{4-[(6,7-dimethoxy-1,2,3,4-tetrahydroacridin-9-yl)amino]piperidin-1-yl}propanenitrile COC=1C=C2N=C3CCCCC3=C(C2=CC1OC)NC1CCN(CC1)CCC#N